CN1N=C2C(CC3=NC=C(C=C32)B(O)O)=C1 (2-methyl-2,4-dihydropyrazolo[3',4':3,4]cyclopenta[1,2-b]pyridin-7-yl)boronic acid